6-(4,4-difluoropiperidin-1-yl)pyridine FC1(CCN(CC1)C1=CC=CC=N1)F